[N+](=O)([O-])C1=CC=C(C=C1)[O-] para-Nitrophenolat